CC(=O)C1=CC=C(C=C1)O p-Acetylphenol